COCCC1=NC(=NC=C1C(=O)N)NC1=NC=CC=C1 (2-methoxyethyl)-2-(pyridin-2-ylamino)pyrimidine-5-carboxamide